C(#N)C=1C=C(C=CC1)C=1N=C(SC1C1=CC(=NC(=C1)C)C)NC(=O)N1CC2COCC(N2CC1)=O N-[4-(3-cyanophenyl)-5-(2,6-dimethyl-4-pyridyl)thiazol-2-yl]-4-oxo-6,7,9,9a-tetrahydro-1H-pyrazino[2,1-c][1,4]oxazine-8-carboxamide